N-(4-(4-bromophenyl)thiazol-2-yl)-4-fluoro-2-(furan-3-sulfonamido)benzamide BrC1=CC=C(C=C1)C=1N=C(SC1)NC(C1=C(C=C(C=C1)F)NS(=O)(=O)C1=COC=C1)=O